C(C)(C)[Si](C(C)C)(C(C)C)C#CC1=C(C=CC(=C1)N)C1=CC=C(C=C1)C#C[Si](C)(C)C 2-((triisopropylsilyl)ethynyl)-4'-((trimethylsilyl)ethynyl)-[1,1'-biphenyl]-4-amine